indium 3,5-di-tert-butylsalicylate C(C)(C)(C)C1=C(C(C(=O)[O-])=CC(=C1)C(C)(C)C)O.[In+3].C(C)(C)(C)C1=C(C(C(=O)[O-])=CC(=C1)C(C)(C)C)O.C(C)(C)(C)C1=C(C(C(=O)[O-])=CC(=C1)C(C)(C)C)O